6-chloro-1-{[2-(trimethylsilyl)ethoxy]methyl}pyrrolo[2,3-b]pyridin-3-ylboronic acid ClC1=CC=C2C(=N1)N(C=C2B(O)O)COCC[Si](C)(C)C